2,3-dihydro-1H-isoindole-1,3-dione trifluoroacetic acid salt FC(C(=O)O)(F)F.C1(NC(C2=CC=CC=C12)=O)=O